1-ethyl-2-methylpropyl alcohol C(C)C(C(C)C)O